trichlorobenzenesulfonic acid potassium salt [K+].ClC1=C(C(=C(C=C1)S(=O)(=O)[O-])Cl)Cl